OC=1C=C(C=C(C1)C(F)(F)F)C1CCC(CC1)OC[C@@H]1N[C@@H](C[C@@H]1N(S(=O)(=O)C)CC1=CC=C(C=C1)OC)C N-((2R,3S,5R)-2-(((4-(3-hydroxy-5-(trifluoromethyl)phenyl)cyclohexyl)oxy)methyl)-5-methylpyrrolidin-3-yl)-N-(4-methoxybenzyl)methanesulfonamide